(S) or (R)-pipecolic acid N1[C@@H](CCCC1)C(=O)O |o1:1|